C(CCC)O[Sb] butoxyantimony